(2r,3S,4r,5S,6r)-2-(acetoxymethyl)-5-(2-azidoacetamido)-6-hydroxy-tetrahydro-2H-pyran-3,4-diyldiacetate C(C)(=O)OC[C@@H]1O[C@H]([C@H]([C@@H]([C@@H]1CC(=O)[O-])CC(=O)[O-])NC(CN=[N+]=[N-])=O)O